C(CCCCC)C=1CC2=CC=CC=C2C1 2-hexyl-indene